(R)-4-(7-(4-(2-(2-aminopyridin-3-yl)-5-phenyl-3H-imidazo[4,5-b]pyridin-3-yl)benzyl)-2,7-diazaspiro[4.4]nonan-2-yl)-2-hydroxybenzaldehyde NC1=NC=CC=C1C1=NC=2C(=NC(=CC2)C2=CC=CC=C2)N1C1=CC=C(CN2C[C@]3(CCN(C3)C3=CC(=C(C=O)C=C3)O)CC2)C=C1